4-iodo-N-(5-methylbenzo[b]thiophen-3-yl)-2-(6-azaspiro[2.5]oct-6-yl)benzamide IC1=CC(=C(C(=O)NC=2C3=C(SC2)C=CC(=C3)C)C=C1)N1CCC3(CC3)CC1